2-chloro-4-(1-(5-(trifluoromethyl)pyridin-2-yl)-1H-1,2,4-triazol-3-yl)aniline calcium phosphate calcium salt [Ca+2].P(=O)([O-])([O-])[O-].[Ca+2].ClC1=C(N)C=CC(=C1)C1=NN(C=N1)C1=NC=C(C=C1)C(F)(F)F